3-((5-bromopyrimidin-2-yl)oxy)-N,N-dimethylpropane-1-amine BrC=1C=NC(=NC1)OCCCN(C)C